OC1C2C3C=CC(C2C=C1)C3 3-hydroxytricyclo[5.2.1.02,6]dec-4,8-diene